COC1=CC(=CC(=N1)C=1C=C2CN(C(C2=CC1)=O)C1C(NC(CC1)=O)=O)C 3-(5-(6-Methoxy-4-methylpyridin-2-yl)-1-oxoisoindolin-2-yl)piperidine-2,6-dione